C(C)(C)(C)OC(=O)N[C@@H](C(=O)OC(C)(C)C)CCCO tert-butyl (R)-2-((tert-butoxycarbonyl) amino)-5-hydroxyvalerate